C1(CC1)NC=1N=NC=CC1 (cyclopropylamino)pyridazin